2-(3-ethoxy-4-methoxyphenyl)ethanamine hydrochloride Cl.C(C)OC=1C=C(C=CC1OC)CCN